benzyl methyl((3aR,5s,6aS)-octahydrocyclopenta[c]pyrrol-5-yl)carbamate CN(C(OCC1=CC=CC=C1)=O)C1C[C@@H]2[C@@H](CNC2)C1